CN(C=1C=C2CN[C@H](C2=CC1)CNC=1C=NC=CC1C(=O)O)C1=CC=C(C=C1)C(C)C 3-{[((1R)-5-{methyl[4-isopropylphenyl]amino}isoindolinyl)methyl]amino}pyridine-4-carboxylic acid